N1=CC(=CC=C1)C=1C=C(C=C(C1)C=1C=NC=CC1)C1=NC(=NC(=C1)C1=CC(=CC(=C1)C=1C=NC=CC1)C=1C=NC=CC1)C 4,6-bis(3,5-di(pyridine-3-yl)phenyl)-2-methylpyrimidine